tert-butyl (2-((cyclohexylideneamino)oxy)ethyl)(methyl)-carbamate C1(CCCCC1)=NOCCN(C(OC(C)(C)C)=O)C